tert-butyl (R)-(4-(cyclopropyl(methyl)amino)-1-(phenylthio)butan-2-yl)carbamate C1(CC1)N(CC[C@H](CSC1=CC=CC=C1)NC(OC(C)(C)C)=O)C